C=CCCCCCCCCCCCCCCCCCC.[Fe] iron eicosene